(S)-6-(4-chlorophenyl)-8-(3-fluorophenyl)-3-(1-hydroxy-3-methylbut-2-yl)pyrido[3,4-d]pyrimidin-4(3H)-one ClC1=CC=C(C=C1)C1=CC2=C(N=CN(C2=O)[C@H](CO)C(C)C)C(=N1)C1=CC(=CC=C1)F